NC1=NC=2C=C(C(=CC2C2=C1C(=NN2C)C)C(=O)N2N(CC(C2)C)C2=NC=CC=C2F)C (4-amino-1,3,7-trimethyl-1H-pyrazolo[4,3-c]quinolin-8-yl)(2-(3-fluoropyridin-2-yl)-4-methylpyrazolidin-1-yl)methanone